4-(4-aminobenzoyl)-1,1-dioxo-1,4-thiazine NC1=CC=C(C(=O)N2C=CS(C=C2)(=O)=O)C=C1